O1COC2=C1C=CC=C2OC(CCN(C)C)C2=CC=C(C=C2)F 3-[(Benzo[d][1,3]dioxolan-4-yl)-oxy]-3-(4-fluorophenyl)-N,N-dimethylpropylamine